C1(CCC1)COC1=C(C#N)C=CC=C1 2-(cyclobutylmethoxy)benzonitrile